C1C(CC12CCNCC2)NC2=C1CN(C(C1=CC=C2)=O)C2C(NC(CC2)=O)=O 3-[4-(7-Azaspiro[3.5]nonan-2-ylamino)-1-oxo-isoindolin-2-yl]piperidine-2,6-dione